6-tert-butyl-3,4-diphenylisoquinolin-1(2H)-one C(C)(C)(C)C=1C=C2C(=C(NC(C2=CC1)=O)C1=CC=CC=C1)C1=CC=CC=C1